C(C)(C)(C)OC(=O)N1CCC(CC1)C=1N=C2N(C=C(C(=C2)OC(C)C)C(NC2=NC=CC=C2)=O)C1 4-[7-Isopropoxy-6-(2-pyridylcarbamoyl)imidazo[1,2-a]pyridin-2-yl]piperidine-1-carboxylic acid tert-butyl ester